C(C1=CC=CC=C1)OP(=O)(OCC1=CC=CC=C1)OC1=C(C=CC=C1)CC(=O)OC methyl (2-{[bis(benzyloxy)phosphoryl]oxy}phenyl)acetate